2-(4-((4-cyanophenyl)sulfonyl)-3,4-dihydro-2H-pyrido[4,3-b][1,4]thiazin-8-yl)-5-cyano-benzofuran C(#N)C1=CC=C(C=C1)S(=O)(=O)N1C2=C(SCC1)C(=CN=C2)C=2OC1=C(C2)C=C(C=C1)C#N